C1(=CC=CC=C1)CCC(=O)ON1C(CCC1=O)=O 2,5-Dioxopyrrolidin-1-yl 3-phenylpropionate